BrC=1C=C2C(N(C(=NC2=CC1F)[C@@H](CCC)N1CCN(C[C@H](C1)C)C)CC)=O 6-bromo-2-((R)-1-((R)-4,6-dimethyl-1,4-diazepan-1-yl)butyl)-3-ethyl-7-fluoroquinazolin-4(3H)-one